FC=1C=CC(=C(C(=O)NC2=C(C=C(C(=C2)C=2C=NC(=NC2)N2CCOCC2)F)N2C[C@H](N([C@H](C2)C)C)C)C1)C(F)(F)F 5-fluoro-N-[4-fluoro-5-(2-morpholin-4-ylpyrimidin-5-yl)-2-[(3R,5S)-3,4,5-trimethylpiperazin-1-yl]phenyl]-2-(trifluoromethyl)benzamide